F[C@H]1[C@H](C1)C(=O)NC=1N=CC2=CC(=C3C(=C2C1)OC=N3)C=3C=NC(=CC3C)C(CC)O (1R,2R)-2-fluoro-N-(4-(6-(1-hydroxypropyl)-4-methylpyridin-3-yl)oxazolo[5,4-f]isoquinolin-8-yl)cyclopropane-1-carboxamide